ClC=1C=CC2=C(N=C(O2)C2CC3(CC(C3)NC(=O)C=3OC(=CC3)[S@@](=O)CC3CC3)C2)C1 (Ra)-N-[6-(5-chloro-1,3-benzoxazol-2-yl)spiro[3.3]heptan-2-yl]-5-[(S)-cyclopropylmethylsulfinyl]furan-2-carboxamide